tert-butyl-4-(2-(5-bromopyridin-2-yl)acetyl)piperazine C(C)(C)(C)N1CCN(CC1)C(CC1=NC=C(C=C1)Br)=O